[Li+].FC=1C=NN(C1S(=O)[O-])C1OCCCC1 4-fluoro-1-(tetrahydro-2H-pyran-2-yl)-1H-pyrazole-5-sulfinic acid lithium salt